Hept-3-ylmethanol CCC(CCCC)CO